(3R,4S)-3-amino-4-(3-boronopropyl)pyrrolidine-3-carboxylic acid N[C@]1(CNC[C@@H]1CCCB(O)O)C(=O)O